3-(2,6-dimethyl-4-prop-1-ynyl-phenyl)-N-methyl-2,4-dioxo-spiro[5.5]undecane-9-carboxamide CC1=C(C(=CC(=C1)C#CC)C)C1C(CC2(CC1=O)CCC(CC2)C(=O)NC)=O